octamethyltetrasiloxane sodium [Na].C[SiH2]O[Si](O[Si](O[Si](C)(C)C)(C)C)(C)C